(4-(1-methyl-1H-imidazol-2-yl)phenyl)methanol CN1C(=NC=C1)C1=CC=C(C=C1)CO